methyl 2-((5-(6-((4-cyano-2-fluorobenzyl)oxy)pyridin-2-yl)-3,3a,4,6a-tetrahydrocyclopenta[c]pyrrol-2(1H)-yl)methyl)-1-(2-methoxyethyl)-1H-benzo[d]imidazole-6-carboxylate C(#N)C1=CC(=C(COC2=CC=CC(=N2)C=2CC3C(CN(C3)CC3=NC4=C(N3CCOC)C=C(C=C4)C(=O)OC)C2)C=C1)F